2-(((R)-1-(3,7-dimethyl-2-((S)-2-methylazetidin-1-yl)-4-oxo-4H-pyrido[1,2-a]pyrimidin-9-yl)ethyl)amino)benzoic acid CC1=C(N=C2N(C1=O)C=C(C=C2[C@@H](C)NC2=C(C(=O)O)C=CC=C2)C)N2[C@H](CC2)C